3-(5-((4-((4-((3,4-dichloro-2-fluorophenyl)amino)-7-methoxyquinazolin-6-yl)oxy)piperidine-1-yl)methyl)-7-fluoro-1-oxoisoindolin-2-yl)piperidine-2,6-dione ClC=1C(=C(C=CC1Cl)NC1=NC=NC2=CC(=C(C=C12)OC1CCN(CC1)CC=1C=C2CN(C(C2=C(C1)F)=O)C1C(NC(CC1)=O)=O)OC)F